C1(CC1)S(=O)(=O)N1CCC(CC1)NC=1N=CC2=C(N1)N(C(C=C2)=O)[C@@H]2C1(CC1)CCC2 (S)-2-((1-(cyclopropylsulfonyl)piperidin-4-yl)amino)-8-(spiro[2.4]heptan-4-yl)pyrido[2,3-d]pyrimidin-7(8H)-one